[Si](C1=CC=CC=C1)(C1=CC=CC=C1)(C(C)(C)C)OC[C@H]1S[C@H]([C@H]2[C@@H]1OC(O2)(C)C)N2C=C(C1=C2N=CN=C1N)C=1OC=CC1 7-((3aR,4R,6R,6aS)-6-(((tert-butyldiphenylsilyl)oxy)methyl)-2,2-dimethyltetrahydrothieno[3,4-d][1,3]dioxol-4-yl)-5-(furan-2-yl)-7H-pyrrolo[2,3-d]pyrimidin-4-amine